1-(2,6-dichlorophenyl)-4-((1-methyl-1H-pyrazol-4-yl)amino)-1H-pyrazole-3-carboxamide ClC1=C(C(=CC=C1)Cl)N1N=C(C(=C1)NC=1C=NN(C1)C)C(=O)N